CS(=O)(=O)NC(C(CCNN)=O)=O 6-diaza-N-(methylsulfonyl)-5-oxohexanamide